COC(=O)C1=NC=C2N1C=C(C=C2Cl)[SH4]OOCl 8-chloro-6-(chlorodioxy-λ6-sulfanyl)imidazo[3,4-a]pyridine-3-carboxylic acid methyl ester